1-{4-[2-({5-[2-(3,3-difluoropyrrolidin-1-yl)ethoxy]pyridin-3-yl}amino)-4-methoxypyrimidin-5-yl]phenyl}pyrrolidin-2-one FC1(CN(CC1)CCOC=1C=C(C=NC1)NC1=NC=C(C(=N1)OC)C1=CC=C(C=C1)N1C(CCC1)=O)F